Cl.Cl.CC1=C(C=CC(=N1)C(=O)OC)N1CCNCC1 methyl 6-methyl-5-(piperazin-1-yl)picolinate dihydrochloride